4-(6-azaspiro[3.4]octan-2-ylamino)-2-(1-methylpiperidin-4-yl)benzonitrile TFA salt OC(=O)C(F)(F)F.C1C(CC12CNCC2)NC2=CC(=C(C#N)C=C2)C2CCN(CC2)C